C(C1=CC=CC=C1)OCCC=1N=C2SC(=NN2C1N(C=1SC(=C(N1)C1=CC=C(C=C1)F)C#N)C)Br 2-{[6-(2-(benzyloxy)ethyl)-2-bromoimidazo[2,1-b][1,3,4]thiadiazol-5-yl](methyl)amino}-4-(4-fluorophenyl)thiazole-5-carbonitrile